[Au].[Ru] Ruthenium-Gold